Tert-butyl (S)-3-((3aR,4R,6R,6aS)-6-(2,4-dichloro-5-iodo-7H-pyrrolo[2,3-d]pyrimidin-7-yl)-2,2-dimethyltetrahydro-4H-cyclopenta[d][1,3]dioxol-4-yl)piperidine-1-carboxylate ClC=1N=C(C2=C(N1)N(C=C2I)[C@@H]2C[C@@H]([C@@H]1[C@H]2OC(O1)(C)C)[C@H]1CN(CCC1)C(=O)OC(C)(C)C)Cl